C(C)(C)(C)OC(=O)C1=CNC(C=C1)=O oxo-1,6-dihydropyridine-3-carboxylic acid tert-butyl ester